S1C(=NC=C1)\C=N\N=C\C=1SC=CN1 (1E,2E)-1,2-bis(thiazole-2-yl-methylene)hydrazine